FC1=C(C=CC(=C1)F)CN1C(=NOC1=O)CC1=CC=C(C=C1)F 4-[(2,4-difluorophenyl)methyl]-3-[(4-fluorophenyl)methyl]-4,5-dihydro-1,2,4-oxadiazol-5-one